FC1(OC2=C(C=NC(=C2)CO)O1)F {2,2-difluoro-2H-[1,3]dioxolo[4,5-c]pyridin-6-yl}methanol